(R)-5-amino-N-ethyl-N-(1-(3-fluoro-5-(trifluoromethyl)pyridin-2-yl)ethyl)-6,8-dihydro-1H-furo[3,4-d]pyrrolo[3,2-b]pyridine-2-carboxamide NC1=C2C(=C3C(=N1)C=C(N3)C(=O)N([C@H](C)C3=NC=C(C=C3F)C(F)(F)F)CC)COC2